FC1=C(C(=O)OC)C=CC(=C1)C1=NC=CN=C1 methyl 2-fluoro-4-(pyrazin-2-yl)benzoate